Tert-butyl 4-(2-[4,6-dimethylpyrazolo[1,5-a]pyrazin-2-yl]thieno[2,3-d][1,3]thiazol-5-yl)piperidine-1-carboxylate CC=1C=2N(C=C(N1)C)N=C(C2)C=2SC1=C(N2)SC(=C1)C1CCN(CC1)C(=O)OC(C)(C)C